(S)-5-fluoro-4-(5-fluoro-1-(trifluoromethyl)-2,3-dihydro-1H-benzo[d]pyrrolo[1,2-a]imidazol-7-yl)-N-(5-((9-methyl-3,9-diazaspiro[5.5]undecan-3-yl)methyl)pyridin-2-yl)pyrimidin-2-amine FC=1C(=NC(=NC1)NC1=NC=C(C=C1)CN1CCC2(CC1)CCN(CC2)C)C2=CC1=C(N=C3N1[C@@H](CC3)C(F)(F)F)C(=C2)F